N1CNC(=C2OC=CN=C21)N dihydropyrimido[5,4-b][1,4]oxazin-4-amine